3-(3-chloro-2-methylphenyl)-3-(7-(2-(cyclohexylamino)-2-oxoethoxy)naphthalen-2-yl)propanoic acid ClC=1C(=C(C=CC1)C(CC(=O)O)C1=CC2=CC(=CC=C2C=C1)OCC(=O)NC1CCCCC1)C